CC=1C(=NC=C(C1)NC(C(=O)N1C(CCC(C1)C)C1=CC=C(C=C1)C1=CN=CS1)=O)NC(OC(C)(C)C)=O tert-butyl (3-methyl-5-(2-(5-methyl-2-(4-(thiazol-5-yl)phenyl)piperidin-1-yl)-2-oxoacetamido)pyridin-2-yl)carbamate